COCCS 2-methoxyethane-1-thiol